1-(2-Methylamino-ethyl)-2-(6-trifluoromethoxy-benzothiazol-2-ylamino)-1H-benzoimidazole-5-carboxylic acid [2-(2-hydroxy-ethoxy)-ethyl]-amide hydrochloride Cl.OCCOCCNC(=O)C1=CC2=C(N(C(=N2)NC=2SC3=C(N2)C=CC(=C3)OC(F)(F)F)CCNC)C=C1